ClC1=C2C=NN(C2=C(C=C1)C(=O)NC1CC2(CCC2)C1)CC1=CC=C(C=C1)C1=NC(=CC=C1)OCC (Sa)-6-(4-Chloro-1-(4-(6-ethoxypyridin-2-yl)benzyl)-1H-indazol-7-carboxamido)spiro-[3.3]heptan